1,3-dimethyl-N-(3-(4-(1-methyl-1H-indazol-5-yl)phenyl)propyl)-1H-pyrazole-5-carboxamide CN1N=C(C=C1C(=O)NCCCC1=CC=C(C=C1)C=1C=C2C=NN(C2=CC1)C)C